((2S,3S)-3-(2-fluorophenyl)-1,4-dioxaspiro[4.5]dec-2-yl)methanol Sodium [Na].FC1=C(C=CC=C1)[C@H]1[C@@H](OC2(O1)CCCCC2)CO